ClC=1SC=C(N1)[Sn](CCCC)(CCCC)CCCC 2-chloro-4-(tri-n-butylstannyl)thiazole